2-iodo-1-(methoxymethoxy)-4-(2-methyldec-2-yl)benzene IC1=C(C=CC(=C1)C(C)(CCCCCCCC)C)OCOC